C1(CCCCC1)OC1=CC=C(C=C1)C1=CC(=C(C(=C1)F)C#N)NCCN(C)C 4'-(cyclohexyloxy)-3-((2-(dimethylamino)ethyl)amino)-5-fluoro-[1,1'-biphenyl]-4-carbonitrile